(R)-2-(1-((4-ethoxy-3-(5-methyl-4-oxo-7-propyl-3,4-dihydroimidazo[5,1-f][1,2,4]triazin-2-yl) phenyl) sulfonyl) piperidin-4-yl)-2-hydroxyethyl nitrate [N+](=O)(OC[C@H](O)C1CCN(CC1)S(=O)(=O)C1=CC(=C(C=C1)OCC)C1=NN2C(C(N1)=O)=C(N=C2CCC)C)[O-]